(4-(5-chloro-2-methylphenyl)piperazine-1-yl)((1RS,2SR)-2-(3-(pentafluoro-λ6-sulfaneyl)phenyl)cyclopropyl)methanone ClC=1C=CC(=C(C1)N1CCN(CC1)C(=O)[C@H]1[C@H](C1)C1=CC(=CC=C1)S(F)(F)(F)(F)F)C |r|